N-((6-aminopyridin-3-yl)(2,3-dichloro-6-hydroxyphenyl)methyl)acetamide NC1=CC=C(C=N1)C(NC(C)=O)C1=C(C(=CC=C1O)Cl)Cl